N[C@H](C(=O)O)CC=1C2=C(N(N1)C)CCC2 (S)-2-amino-3-(1-methyl-1,4,5,6-tetrahydrocyclopenta[c]pyrazol-3-yl)propanoic acid